BrC1=CC2=C(N=C(NC2=O)C)N=C1OC1CC1 6-bromo-7-cyclopropoxy-2-methylpyrido[2,3-d]pyrimidin-4(3H)-one